5'-(4-(9H-carbazol-9-yl)phenyl)-4'-(2,6-diphenylpyridin-3-yl)-4,4''-bis(3-methyl-9H-carbazol-9-yl)-6'-(4-(3-methyl-9H-carbazol-9-yl)phenyl)-[1,1':2',1''-terphenyl]-3'-carbonitrile C1=CC=CC=2C3=CC=CC=C3N(C12)C1=CC=C(C=C1)C=1C(=C(C(=C(C1C1=CC=C(C=C1)N1C2=CC=CC=C2C=2C=C(C=CC12)C)C1=CC=C(C=C1)N1C2=CC=CC=C2C=2C=C(C=CC12)C)C1=CC=C(C=C1)N1C2=CC=CC=C2C=2C=C(C=CC12)C)C#N)C=1C(=NC(=CC1)C1=CC=CC=C1)C1=CC=CC=C1